ClC=1C=2C(N=C3N(C2C=CC1)C1=CC(=CC=C1C31CCCCC1)C=1C=NNC1)=O 4'-chloro-10'-(1H-pyrazol-4-yl)-5'H-spiro[cyclohexane-1,7'-indolo[1,2-a]quinazolin]-5'-one